Dimethyl 5-bromopyridine-2,4-dicarboxylate BrC=1C(=CC(=NC1)C(=O)OC)C(=O)OC